(2R,3R,4R,5R)-5-amino-2-(13-((2,4-dinitrophenyl)amino)-2,5,8,11-tetraoxatridecyl)tetrahydro-2H-pyran-3,4-diol N[C@H]1[C@H]([C@H]([C@H](OC1)COCCOCCOCCOCCNC1=C(C=C(C=C1)[N+](=O)[O-])[N+](=O)[O-])O)O